(2-chlorophenyl)-5-(6-methoxypyridin-3-yl)-2-methyloxazole ClC1=C(C=CC=C1)C=1N=C(OC1C=1C=NC(=CC1)OC)C